N1CCC(CCC1)[C@H](C)NC=1C=C(C=CC1C(F)(F)F)C1=NNC(O1)=O 5-[3-{[(1S)-1-(azepan-4-yl)ethyl]amino}-4-(trifluoromethyl)phenyl]-1,3,4-oxadiazol-2(3H)-one